O1COC2=C1C=CC(=C2)C=2N=C(NC2C2=NC=CC=C2)C2=CC=C(C(=O)N)C=C2 4-[4-(1,3-benzodioxolan-5-yl)-5-(2-pyridinyl)-1H-imidazol-2-yl]benzamide